Cl.ClC=1C=C2C3=C(NC2=CC1)C(NCC3)/C=C(/C(=O)OC)\C methyl (E)-3-(6-chloro-2,3,4,9-tetrahydro-1H-pyrido[3,4-b]indol-1-yl)-2-methylacrylate HCl salt